FC=1C=C2C(=NC1)N(C=C2)C2CC(C2)N(C(OC(C)(C)C)=O)C tert-butyl (3-(5-fluoro-1H-pyrrolo[2,3-b]pyridin-1-yl)cyclobutyl)(methyl)carbamate